3-(4-((2-methoxyquinolin-3-yl)methyl)phenyl)cyclobutan-1-one COC1=NC2=CC=CC=C2C=C1CC1=CC=C(C=C1)C1CC(C1)=O